C(C)(C)(C)OC(=O)N1[C@@H](CN(CC1)CCOC1=C(C=C(C=C1)NC(C)(C)C#N)C(C)C)C (R)-4-(2-(4-((2-cyanoprop-2-yl)amino)-2-isopropylphenoxy)ethyl)-2-methylpiperazine-1-carboxylic acid tert-butyl ester